[N+](=O)([O-])OC12CC3(CC(CC(C1)(C3)O[N+](=O)[O-])(C2)O[N+](=O)[O-])O[N+](=O)[O-] adamantane-1,3,5,7-tetraol tetranitrate